C(C(C)C)[C@@H]1N2[C@@H](CC3=C1NC=1C=C(C=CC31)OC)C(N[C@H](C2=O)CCCCNC(=O)C2CCCC2)=O N-(4-((3S,6S,12aS)-6-isobutyl-9-methoxy-1,4-dioxo-1,2,3,4,6,7,12,12a-octahydropyrazino[1',2':1,6]pyrido[3,4-b]indol-3-yl)butyl)cyclopentanecarboxamide